S-((5-(((8-((4-Methoxybenzyl)oxy)quinolin-6-yl)thio)methyl)-1-methyl-1H-pyrazol-3-yl)methyl) ethanethioate C(C)(SCC1=NN(C(=C1)CSC=1C=C2C=CC=NC2=C(C1)OCC1=CC=C(C=C1)OC)C)=O